FC(C1=CC=C(CCOC2=NC=CC(=C2)N)C=C1)(F)F 2-(4-(trifluoromethyl)phenethoxy)pyridin-4-amine